1-(4-bromo-6-chloroisoindol-2-yl)ethan-1-one BrC=1C2=CN(C=C2C=C(C1)Cl)C(C)=O